C(C)(C)(C)N1CCC(CC1)CN1CCN(CC1)C1=C(C=C(C=C1)[N+](=O)[O-])F tert-Butyl-4-{[4-(2-fluoro-4-nitrophenyl)piperazin-1-yl]methyl}piperidine